S1C=NC2=C1C=C(C=C2)S(=O)(=O)N2CC1=C(C2)CN(C1)C(=O)C1COCCC1 (5-(benzo[d]thiazol-6-ylsulfonyl)-3,4,5,6-tetrahydropyrrolo[3,4-c]pyrrol-2(1H)-yl)(tetrahydro-2H-pyran-3-yl)methanone